C(C=C)(=O)N1[C@H](CN(CC1)C1=NC(=NC=2C[C@]3(CCC12)C(=C(C1=CC=CC=C13)F)F)OC[C@H]1N(CCC1)C)CC#N 2-((S)-1-acryloyl-4-((S)-2,3-difluoro-2'-(((S)-1-methylpyrrolidin-2-yl)methoxy)-5',8'-dihydro-6'H-spiro[indene-1,7'-quinazolin]-4'-yl)piperazin-2-yl)acetonitrile